ClC1=NN(C=C1N)C1CCN(CC1)C 3-chloro-1-(1-methylpiperidin-4-yl)-1H-pyrazol-4-amine